C1(CC1)C=1C(=NSC1C(=O)NC1=CC(=NC=C1)C(F)(F)F)C1=CC(=CC=C1)C(NC)=O 4-cyclopropyl-3-(3-(methylcarbamoyl)phenyl)-N-(2-(trifluoromethyl)pyridin-4-yl)isothiazole-5-carboxamide